C(C1=CC=CC=C1)OCC=1N(C(N(N1)C=1C=C2C(=COC(C2=CC1F)=O)C1(CC1)C)=O)CC 5-((benzyloxy)methyl)-4-ethyl-2-(7-fluoro-4-(1-methylcyclopropyl)-1-oxo-1H-isochromen-6-yl)-2,4-dihydro-3H-1,2,4-triazol-3-one